N1=CC=CC2=CC(=CC=C12)C1(CC1)C1=CN=C2N1N=C(C=N2)C2=CC=C(C=C2)C=2CCN(CC2)C(=O)OC(C)(C)C tert-Butyl 4-{4-[7-(1-quinolin-6-ylcyclopropyl)imidazo[1,2-b][1,2,4]triazin-2-yl]phenyl}-3,6-dihydropyridine-1(2H)-carboxylate